5-((Tert-butyldimethylsilyl)oxy)-N1-methylbenzene-1,2-diamine [Si](C)(C)(C(C)(C)C)OC1=CC=C(C(=C1)NC)N